FC(OC=1C=CC(=C(C1)C1=NN(C=2C1=NC=C(C2)C(=O)NC2(CS(C2)(=O)=O)C)[C@@H](C)C(C)(C)O)F)F (S)-3-(5-(difluoromethoxy)-2-fluorophenyl)-1-(3-hydroxy-3-methylbutan-2-yl)-N-(3-methyl-1,1-dioxidothietan-3-yl)-1H-pyrazolo[4,3-b]pyridine-6-carboxamide